CC(C)N1C=NC2=C1C=CC(=C2)OC(F)(F)F 1-(propan-2-yl)-5-(trifluoromethoxy)-1H-1,3-benzodiazol